C(C)(C)(C)OC(CCOCCOCCNC(CN1C(C=CC1=O)=O)=O)=O tert-Butyl-3-[2-(2-{[(2,5-dioxo-2,5-dihydro-1H-pyrrol-1-yl)acetyl]amino}ethoxy)ethoxy]propanoat